di-iso-butoxydi(ethoxyacetoacetyl)titanium (IV) C(C(C)C)O[Ti](C(CC(=O)COCC)=O)(C(CC(=O)COCC)=O)OCC(C)C